2-((5-methyl-4-(pyridin-2-yl)thiazol-2-yl)amino)-N-(2,2,2-trifluoroethyl)isonicotinamide CC1=C(N=C(S1)NC=1C=C(C(=O)NCC(F)(F)F)C=CN1)C1=NC=CC=C1